N-(4-aminobutyl)-2-aminoethyltriethoxysilane NCCCCNCC[Si](OCC)(OCC)OCC